3,4-dihydro-2(1H)-quinolone N1C(CCC2=CC=CC=C12)=O